COC=1C=C(C=NC1)C=1C=C2C=C(NC2=CC1)C=1C=NC=CC1 5-(5-methoxypyridin-3-yl)-2-(pyridin-3-yl)-1H-indole